3-(1,3-Benzodioxol-5-yl)-5-(3-chlorophenyl)-1H-pyrazole O1COC2=C1C=CC(=C2)C2=NNC(=C2)C2=CC(=CC=C2)Cl